ClC(OC1=CC=C(C=C1)NC(C1=CN=C(C(=C1)C=1C=C2C(=NC1)CC=1C2=NN(C1)C1=NC=C(C=N1)C)N1C[C@@H](CC1)F)=O)(F)F (R)-N-(4-(chlorodifluoromethoxy)phenyl)-6-(3-fluoropyrrolidin-1-yl)-5-(2-(5-methylpyrimidin-2-yl)-2,4-dihydropyrazolo[3',4':3,4]cyclopenta[1,2-b]pyridin-7-yl)nicotinamide